5-(2H-tetrazol-5-yl)pyridine N=1NN=NC1C=1C=CC=NC1